N-benzoyl-3'-O-formyl-5'-O-tert-butyldimethylsilyl-2'-deoxyadenosine C(C1=CC=CC=C1)(=O)NC=1C=2N=CN([C@H]3C[C@H](OC=O)[C@@H](CO[Si](C)(C)C(C)(C)C)O3)C2N=CN1